C(CCNCC(=O)[C@H]([C@@H]([C@@H](COP(=O)(O)O)O)O)O)C[C@@H](C(=O)O)N The molecule is an L-lysine derivative having a 6-phosphofructosyl group attached to the side-chain amino group. It has a role as an Escherichia coli metabolite. It is a L-lysine derivative, an amino sugar phosphate and a non-proteinogenic L-alpha-amino acid. It derives from a keto-D-fructose. It is a conjugate acid of a fructoselysine 6-phosphate(1-).